(S)-4-(cyclopropylethynyl)-4-(1,1-difluoroethyl)-6-fluoro-7-((3-(hydroxymethyl)-4-methyl-1H-pyrazol-1-yl)methyl)-3,4-dihydroquinazolin-2(1H)-one C1(CC1)C#C[C@@]1(NC(NC2=CC(=C(C=C12)F)CN1N=C(C(=C1)C)CO)=O)C(C)(F)F